O1C2C(=CCC1)C=CC1=CC=CC=C12 3H-naphtho[1,2-b]pyran